4-(5-Chlorofuran-2-yl)-1-(2,4-difluorophenyl)-3-(4-fluorophenyl)-5-methyl-N-((4-methylmorpholin-2-yl)methyl)-4,5-dihydro-1H-pyrazole-5-carboxamide ClC1=CC=C(O1)C1C(=NN(C1(C(=O)NCC1CN(CCO1)C)C)C1=C(C=C(C=C1)F)F)C1=CC=C(C=C1)F